1-aza-2-sila-2,2-diethoxycyclopentane C(C)O[Si]1(NCCC1)OCC